2-(5-bromopentyl)isoindol-1,3-dione BrCCCCCN1C(C2=CC=CC=C2C1=O)=O